(2s,3r)-methyl-3-(2-nitrophenyl)-2,3-dihydroxypropionate COC([C@H]([C@H](O)C1=C(C=CC=C1)[N+](=O)[O-])O)=O